(1r,4r)-4-((2-(difluoromethoxy)-6-methylpyridin-3-yl)carbamoyl)-4-(2-isopropylphenyl)-1-(methyl-d3)cyclohexane-1-carboxylic acid FC(OC1=NC(=CC=C1NC(=O)C1(CCC(CC1)(C(=O)O)C([2H])([2H])[2H])C1=C(C=CC=C1)C(C)C)C)F